Amino fluoride NF